C(=C)(C1=C(N(CC)[Si](C)(C)C(C)(C)C)C=CC=C1)C1=C(N([Si](C)(C)C(C)(C)C)CC)C=CC=C1 vinylidenebis[N-ethyl-N-(t-butyldimethylsilyl)aniline]